propionyl-sodium C(CC)(=O)[Na]